(R)-5-(6-methyl-1H-pyrrolo[2,3-b]pyridin-3-yl)-N-(1,1,1-trifluoropropan-2-yl)pyrazolo[1,5-a]pyridine-3-carboxamide CC1=CC=C2C(=N1)NC=C2C2=CC=1N(C=C2)N=CC1C(=O)N[C@@H](C(F)(F)F)C